tert-butyl (3R)-3-[4-(4-bromo-3-cyano-pyrazolo[1,5-a]pyridin-6-yl)pyrazol-1-yl]piperidine-1-carboxylate BrC=1C=2N(C=C(C1)C=1C=NN(C1)[C@H]1CN(CCC1)C(=O)OC(C)(C)C)N=CC2C#N